C(C)(C)(C)OC(N(CCC1=CC(=CC=C1)OC1=CC=CC=C1)CCCBr)=O tert-Butyl-(3-bromopropyl)(3-phenoxyphenethyl)carbamate